5-methyl-2-(3-oxobutyl)benzoic acid CC=1C=CC(=C(C(=O)O)C1)CCC(C)=O